C(C)(=O)N1C(CC(C1)C1=CC(=C(C=C1)OC(F)F)OCC1CC1)C(=O)NCC1=NC=CC=C1 1-acetyl-4-(3-(cyclopropylmethoxy)-4-(difluoromethoxy)phenyl)-N-(pyridin-2-ylmethyl)pyrrolidine-2-carboxamide